OC(C(=O)O)CCCCCC\C=C\CCCCCCCC hydroxyelaidic acid